2-hydroxy-6,10,14,18-tetramethyl-5,9,13,17-nonadecatetraene OC(C)CCC=C(CCC=C(CCC=C(CCC=C(C)C)C)C)C